(3S)-N-((1R,2R,4S)-7-cyano-7-azabicyclo[2.2.1]heptan-2-yl)-1-(3-cyano-6-(trifluoromethyl)-2-pyridinyl)-3-pyrrolidinecarboxamide C(#N)N1[C@H]2[C@@H](C[C@@H]1CC2)NC(=O)[C@@H]2CN(CC2)C2=NC(=CC=C2C#N)C(F)(F)F